(1s,5r)-3-oxo-8-azabicyclo[3.2.1]octane-8-carboxylic acid tert-butyl ester C(C)(C)(C)OC(=O)N1[C@@H]2CC(C[C@H]1CC2)=O